ClC1=C(C(=CC=C1)Cl)C1=NOC(=C1COC1=CC=C(C=C1)C1=CC(=CC=C1)C1(CC1)C(=O)O)C(C)C 1-(4'-((3-(2,6-dichlorophenyl)-5-isopropylisoxazol-4-yl)methoxy)-[1,1'-biphenyl]-3-yl)cyclopropane-1-carboxylic acid